3-methyl-2-furanon CC1C(OC=C1)=O